3-(1,2,3,4-tetrahydroquinolin-2-yl)benzenesulfonamide N1C(CCC2=CC=CC=C12)C=1C=C(C=CC1)S(=O)(=O)N